Diethylvinylsilane C(C)C(=C[SiH3])CC